tert-butyl 7-fluoro-1-methyl-1,2-dihydro-3H-benzo[e]indole-3-carboxylate FC1=CC2=C(C=3C(CN(C3C=C2)C(=O)OC(C)(C)C)C)C=C1